2-(2-Methoxycyclobutyl)hydrazine-1-carboxylic acid tert-butyl ester C(C)(C)(C)OC(=O)NNC1C(CC1)OC